C1(CCC1)CN1[C@H](C[C@@H](CC1)CC1=CC=2N(C=C1)N=CC2N2C(NC(CC2)=O)=O)C 1-(5-(((2S,4R)-1-(cyclobutylmethyl)-2-methylpiperidin-4-yl)methyl)pyrazolo[1,5-a]pyridin-3-yl)dihydropyrimidine-2,4(1H,3H)-dione